C(N)(O)=O.C1=NC=CC=2C3=CC=CC=C3NC12 β-carboline carbamate